citrate Ammonium salt [NH4+].C(CC(O)(C(=O)[O-])CC(=O)[O-])(=O)[O-].[NH4+].[NH4+]